1-(Ethoxymethyl)-3,8-diazabicyclo[3.2.1]octane C(C)OCC12CNCC(CC1)N2